CC1=CC=C(C=C1)S(=O)(=O)NC[C@@H](C)O |r| 4-methyl-N-[rac-(2R)-2-hydroxypropyl]Benzenesulfonamide